C(C)OC(=O)C=1C(=NC(=NC1)SC)C=CN(C)C 4-(2-(dimethylamino)vinyl)-2-(methylthio)pyrimidine-5-carboxylic acid ethyl ester